NCCNC(CC[C@@H](C(=O)O)NC(C1=CC=C(C=C1)NCC=1N=C2C(=NC(=NC2=NC1)N)O)=O)=O (2S)-5-(2-aminoethylamino)-2-[[4-[(2-amino-4-hydroxy-pteridin-6-yl)methylamino]benzoyl]amino]-5-oxo-pentanoic acid